7-(5-(1-(1-(4-fluorophenyl)ethyl)-1H-pyrazol-4-yl)pyridin-3-yl)-[1,2,4]triazolo[1,5-a]pyridin-2-amine FC1=CC=C(C=C1)C(C)N1N=CC(=C1)C=1C=C(C=NC1)C1=CC=2N(C=C1)N=C(N2)N